N-{2-[bis(carboxymethyl)amino]-4-{[(4-phenylphenyl)carbonyl]amino}phenyl}-N-(carboxymethyl)glycine C(=O)(O)CN(C1=C(C=CC(=C1)NC(=O)C1=CC=C(C=C1)C1=CC=CC=C1)N(CC(=O)O)CC(=O)O)CC(=O)O